C1(CCC2C3CCC(C12)C3)C(C(=O)O)=C.C(C=C)(=O)OC3CCC1C2CCC(C31)C2 octahydro-4,7-methylene-1H-indenyl acrylate (Octahydro-4,7-methano-1H-indenylacrylate)